(1S)-1'-[7-(1,5-dimethylpyrazol-4-yl)-6-methyl-pyrazolo[1,5-a]pyrazin-4-yl]-6-fluoro-spiro[indane-2,4'-piperidine]-1-amine hydrochloride Cl.CN1N=CC(=C1C)C1=C(N=C(C=2N1N=CC2)N2CCC1(CC2)[C@@H](C2=CC(=CC=C2C1)F)N)C